Tris-[4-(4-acetyl-phenylsulfanyl)-phenyl]-sulfonium hexafluorophosphate F[P-](F)(F)(F)(F)F.C(C)(=O)C1=CC=C(C=C1)SC1=CC=C(C=C1)[S+](C1=CC=C(C=C1)SC1=CC=C(C=C1)C(C)=O)C1=CC=C(C=C1)SC1=CC=C(C=C1)C(C)=O